ClC=1C=C2CC(CC2=CC1Cl)N 5,6-dichloro-2,3-dihydro-1H-inden-2-amine